2-(1-{[2-(trimethylsilyl)ethoxy]methyl}pyrrolo[2,3-b]pyridin-3-yl)ethanamine C[Si](CCOCN1C=C(C=2C1=NC=CC2)CCN)(C)C